Methyl 6-chloro-4-(cyclopropylmethyl)-7-fluoro-2,3-dihydro-1,4-benzoxazine-8-carboxylate ClC=1C(=C(C2=C(N(CCO2)CC2CC2)C1)C(=O)OC)F